N-((1s,3s)-3-((5-(imidazo[1,2-a]pyridin-6-yl)-7H-pyrrolo[2,3-d]pyrimidin-2-yl)amino)-1-methylcyclobutyl)propionamide N=1C=CN2C1C=CC(=C2)C2=CNC=1N=C(N=CC12)NC1CC(C1)(C)NC(CC)=O